SC(C(=O)O)C.[Au+] gold (I) mercaptopropionic acid